5-{[1,2,4]triazolo[1,5-a]pyridin-5-yl}pyrimidine-2-carbonitrile N=1C=NN2C1C=CC=C2C=2C=NC(=NC2)C#N